NC[C@@H]1[C@H]([C@H]([C@H](O1)N1C2=NC=NC(=C2N=C1)NC(C1=CC=CC=C1)=O)F)O N-(9-((2S,3R,4R,5R)-5-(aminomethyl)-3-fluoro-4-hydroxytetrahydrofuran-2-yl)-9H-purin-6-yl)benzamide